2-(1,1-dimethyl-2-oxo-ethyl)-2'-fluoro-5'-methoxy-biphenyl-4-carboxylic acid CC(C=O)(C)C1=C(C=CC(=C1)C(=O)O)C1=C(C=CC(=C1)OC)F